C1(=CC=CC2=CC=CC=C12)C1(CC1)C1=C(C(=O)N)C=C(C=C1)OC1CNCCC1 (1-(naphthalen-1-yl)cyclopropyl)-5-(piperidin-3-yloxy)benzamide